(S)-4-(cyclobutylamino)-N-(1-(3,4-dichlorophenyl)-2-(dimethylamino)ethyl)benzenesulfonamide C1(CCC1)NC1=CC=C(C=C1)S(=O)(=O)N[C@H](CN(C)C)C1=CC(=C(C=C1)Cl)Cl